C1(CC1)N1C(C(=CC=C1)NC(=O)C=1C(=CC=2N(C1)C=C(N2)C21CC(C2)(C1)OC)OC(C)C)=O N-(1-cyclopropyl-2-oxo-1,2-dihydropyridin-3-yl)-7-isopropoxy-2-(3-methoxybicyclo[1.1.1]pentan-1-yl)imidazo[1,2-a]pyridine-6-carboxamide